2-fluoro-5-(1-methyl-1-phenylethylthio)aniline FC1=C(N)C=C(C=C1)SC(C)(C1=CC=CC=C1)C